1-[4-(cyanomethyl)-1-[[3-fluoro-4-[1-(2,2,2-trifluoroethyl)pyrazol-3-yl]phenyl]methyl]-4-piperidyl]-3-(cyclopropanecarbonylamino)pyrazole-4-carboxamide C(#N)CC1(CCN(CC1)CC1=CC(=C(C=C1)C1=NN(C=C1)CC(F)(F)F)F)N1N=C(C(=C1)C(=O)N)NC(=O)C1CC1